O=C1NC2(CC(C2)C(=O)O)C(N1)=O.ClC=1C=C(C=C(C1)C(F)(F)F)S(=O)(=O)NC=1C(=C(C(=CC1)F)C=1C=C2C=NC(=NC2=CC1)CC(C(=O)N)(C)C)F (6-(3-(3-chloro-5-(trifluoromethyl)phenylsulfonamido)-2,6-difluorophenyl)quinazolin-2-yl)pivalamide (2r,4r)-6,8-dioxo-5,7-diazaspiro[3.4]octane-2-carboxylate